FC1(CCC(CC1)C(=O)N1C2CN(C(C1)C2)C=2SC(=CN2)C=2OC(=NN2)C(F)F)F (4,4-difluorocyclohexyl)(5-(5-(5-(difluoromethyl)-1,3,4-oxadiazol-2-yl)thiazol-2-yl)-2,5-diazabicyclo[2.2.1]heptan-2-yl)methanone